FC(CN1N=NC2=C1C=C(C=C2F)C=2C=CN1N=C(N=C(C12)OC)NC1CCC(CC1)(O)C)F (1r,4r)-4-((5-(1-(2,2-difluoroethyl)-4-fluoro-1H-benzo[d][1,2,3]triazol-6-yl)-4-methoxypyrrolo[2,1-f][1,2,4]triazin-2-yl)amino)-1-methylcyclohexan-1-ol